C(=O)C=1C(=NN(C1)C1=NC(=NC=C1)NC=1C(=CC(=C(C1)NC(C=C)=O)N1CCOCC1)OC)C1=CC=CC=C1 N-(5-(4-(4-formyl-3-phenyl-1H-pyrazol-1-yl)pyrimidin-2-ylamino)-4-methoxy-2-morpholinophenyl)acrylamide